12(S)-hydroxy-16-Heptadecynoic Acid O[C@@H](CCCCCCCCCCC(=O)O)CCCC#C